[N+](=O)([O-])C=1C=NC=C(C(=O)NC(C(=O)N)CCC(C(=O)N)=O)C1 2-(5-nitronicotinamido)-5-oxohexanediamide